[C@H]1(C[C@@H](CC1)N)N (1s,3R)-cyclopentane-1,3-diamine